4-(5-chloro-1-(4-methylpentyl)-3-(nicotinamido)-1H-pyrazolo[3,4-b]pyridin-6-yl)phenyl (3-(dimethylamino)propyl)carbamate CN(CCCNC(OC1=CC=C(C=C1)C1=C(C=C2C(=N1)N(N=C2NC(C2=CN=CC=C2)=O)CCCC(C)C)Cl)=O)C